C1(CC1)[C@@H](C)NC=1N=CC2=C(N1)NC=C2C=2C=CC=1N(N2)C=CN1 (R)-N-(1-Cyclopropylethyl)-5-(imidazo[1,2-b]pyridazin-6-yl)-7H-pyrrolo[2,3-d]pyrimidin-2-amine